N-methyl-N-[1-(3-phenyl-1H-1,2,4-triazol-5-yl)ethyl]-3,5-bis(trifluoromethyl)benzamide CN(C(C1=CC(=CC(=C1)C(F)(F)F)C(F)(F)F)=O)C(C)C1=NC(=NN1)C1=CC=CC=C1